C(C)(=O)OCCC1CCCCCCC1 2-cyclooctylethyl acetate